CC=1OC2=C(C1C(=O)NC1(CCC1)C(=O)OC)C=C(C=C2)OC(C)C2=CC=CC=C2 methyl 1-(2-methyl-5-(1-phenylethoxy)benzofuran-3-carboxamido)cyclobutane-1-carboxylate